cis-6,7-epoxy-(Z,Z)-3,9-octadecadienoic acid C(C\C=C/CC1C(C\C=C/CCCCCCCC)O1)(=O)O